FC1(CCN(CC1)C1=CC(=CC=2CCOC21)NC(=O)C=2C(=CC(=CC2)S(=O)(=O)CC)C2=CC=C(C=C2)C(F)(F)F)F N-(7-(4,4-difluoropiperidin-1-yl)-2,3-dihydrobenzofuran-5-yl)-5-(ethylsulfonyl)-4'-(trifluoromethyl)-[1,1'-biphenyl]-2-carboxamide